C1=C2C=3C=C4C(=CC3N(C2=CC=C1)C=1C(=C(C=CC1)N1C2=CC=C3C(=C2C=2C=C5C(=CC12)C=CC=C5)C=CC=C3)Br)C=CC=C4 7-(3-(5H-benzo[b]carbazol-5-yl)-2-bromophenyl)-7H-dibenzo[b,g]carbazole